FC=1C(=NC(=NC1)NC1=NC=C(C=C1)CN1CCN(CC1)C)C1=CC2=C(N=C3N2[C@@H](CC3)COC)C(=C1)F (S)-5-fluoro-4-(5-fluoro-1-(methoxymethyl)-2,3-dihydro-1H-benzo[d]pyrrolo[1,2-a]imidazol-7-yl)-N-(5-((4-methylpiperazin-1-yl)methyl)pyridin-2-yl)pyrimidin-2-amine